methyl 4-bromo-5-(2-chlorophenoxy)-2-nitrobenzoate BrC1=CC(=C(C(=O)OC)C=C1OC1=C(C=CC=C1)Cl)[N+](=O)[O-]